COC1=C(OC2=CC=C(C=C2)C=2N=C(N3C2C=NC=C3)[C@H]3N(CCC3)C(C=C)=O)C=CC=C1 (S)-1-(2-(1-(4-(2-methoxyphenoxy)phenyl)imidazo[1,5-a]pyrazin-3-yl)pyrrolidin-1-yl)prop-2-en-1-one